[La].FC(C(C(C(C(C(C(C(F)(F)F)(F)F)(F)F)(F)F)(F)F)(F)F)(F)F)(S(=O)(=O)[O-])F.[SH3+] sulfonium perfluorooctanesulfonate lanthanum